4-(6-(2,5-difluorophenyl)-6-(1-oxoisoindoline-2-yl)hexa-1,3-diyn-1-yl)-1H-pyrrole FC1=C(C=C(C=C1)F)C(CC#CC#CC=1C=CNC1)N1C(C2=CC=CC=C2C1)=O